FC=1C=C(C=C(C1)C(F)(F)F)[C@@H]1[C@@H](N(C(O1)=O)C(=O)NCC1=C(C=CC=C1)S(=O)(=O)C)C (4S,5R)-5-[3-fluoro-5-(trifluoromethyl)phenyl]-4-methyl-N-[2-(methylsulfonyl)benzyl]-2-oxo-1,3-oxazolidine-3-carboxamide